BrC1=C(C(=C(C=C1)Cl)S(=O)(=O)C)C#C 1-bromo-4-chloro-2-ethynyl-3-(methylsulfonyl)benzene